bis(3,5-di-t-butyl-2-hydroxyphenyl)methane C(C)(C)(C)C=1C(=C(C=C(C1)C(C)(C)C)CC1=C(C(=CC(=C1)C(C)(C)C)C(C)(C)C)O)O